tert-butyl (2r,6s)-4-[8-({8-fluoro-2-methylimidazo[1,2-a]pyridin-6-yl} carbamoyl)-3-methoxycinnolin-5-yl]-2,6-dimethylpiperazine-1-carboxylate FC=1C=2N(C=C(C1)NC(=O)C=1C=CC(=C3C=C(N=NC13)OC)N1C[C@H](N([C@H](C1)C)C(=O)OC(C)(C)C)C)C=C(N2)C